N-(3-chloro-2-fluoro-phenyl)-7-[2-(1,3-dimethylpyrrolidin-3-yl)ethynyl]-6-nitro-quinazolin-4-amine ClC=1C(=C(C=CC1)NC1=NC=NC2=CC(=C(C=C12)[N+](=O)[O-])C#CC1(CN(CC1)C)C)F